N-(5-bromo-3-methoxypyrazin-2-yl)-6-chloro-1H-indole-3-sulfonamide BrC=1N=C(C(=NC1)NS(=O)(=O)C1=CNC2=CC(=CC=C12)Cl)OC